tertbutyl (S)-38-amino-1-azido-30,35-dioxo-3,6,9,12,15,18,21,24,27-nonaoxa-31,34-diazanonatriacontan-39-oate N[C@@H](CCC(NCCNC(CCOCCOCCOCCOCCOCCOCCOCCOCCOCCN=[N+]=[N-])=O)=O)C(=O)OC(C)(C)C